3-(2-(3-(dicyanomethylene)-5,5-dimethylcyclohexen-1-yl) vinyl)-4-morpholinocoumarin-7-acrylate C(#N)C(=C1C=C(CC(C1)(C)C)C=CC=1C(OC2=CC(=CC=C2C1N1CCOCC1)C=CC(=O)[O-])=O)C#N